CC1=C(C(=O)N)C=C(C=N1)C 2,5-dimethyl-nicotinamide